(S)-1-(tert-butyloxycarbonyl)-2,5-dihydro-1H-pyrrole-2-carboxylic acid C(C)(C)(C)OC(=O)N1[C@@H](C=CC1)C(=O)O